BrC1=CC(=NC=C1)N1C[C@H](NCC1)C (R)-4-(4-bromopyridin-2-yl)-2-methylpiperazin